1H-benzo[h]quinolin-2-one chloride [Cl-].N1C(C=CC2=CC=C3C(=C12)C=CC=C3)=O